(S)-1-(5-((3-methyl-4-(2-(tetrahydro-2H-pyran-4-yl)ethyl)piperazin-1-yl)methyl)pyrazolo[1,5-a]pyridin-3-yl)dihydropyrimidine-2,4(1H,3H)-dione C[C@H]1CN(CCN1CCC1CCOCC1)CC1=CC=2N(C=C1)N=CC2N2C(NC(CC2)=O)=O